CC(C)(COP(=O)(O)OC[C@@H](C(=O)O)N)[C@H](C(=O)NCCC(=O)NCCS)O The molecule is a serine derivative in which L-serine is substituted on oxygen by a pantetheine 4'-phosphate group. It is a non-proteinogenic L-alpha-amino acid and a L-serine derivative. It contains a pantetheine 4'-phosphate group.